[3-(5-bromo-1H-pyrrolo[2,3-b]pyridine-3-carbonyl)-2,4-difluoro-phenyl]propane-2-sulfonamide BrC=1C=C2C(=NC1)NC=C2C(=O)C=2C(=C(C=CC2F)CC(C)S(=O)(=O)N)F